(3S)-ethyl 3-(2-(5-(2-(azetidin-1-yl)ethyl)-2-oxo-4-(trifluoromethyl)pyridin-1(2H)-yl)-4,4-dimethylpentanamido)-3-(4-fluoro-2',5,6'-trimethylbiphenyl-3-yl)propanoate N1(CCC1)CCC=1C(=CC(N(C1)C(C(=O)N[C@@H](CC(=O)OCC)C=1C=C(C=C(C1F)C)C1=C(C=CC=C1C)C)CC(C)(C)C)=O)C(F)(F)F